(3S,4R)-4-Aminotetrahydro-3-furanol N[C@H]1[C@@H](COC1)O